4-{[(1S,2S)-2-hydroxy-2,3-dihydro-1H-inden-1-yl]amino}-2-[(6-methoxy-2-methyl-1,2,3,4-tetrahydroisoquinolin-7-yl)amino]pyrimidine-5-carboxamide O[C@@H]1[C@H](C2=CC=CC=C2C1)NC1=NC(=NC=C1C(=O)N)NC1=C(C=C2CCN(CC2=C1)C)OC